Methyl 3-(3-(hydroxy(2-(3-((4-(hydroxymethyl)-1H-indol-5-yl)oxy)phenyl)-1H-imidazol-5-yl)methyl)phenyl)propanoate OC(C=1C=C(C=CC1)CCC(=O)OC)C1=CN=C(N1)C1=CC(=CC=C1)OC=1C(=C2C=CNC2=CC1)CO